(Z)-N-(4-(2-(azulen-6-yl)-1-cyanovinyl)phenyl)-3,4,5-tris(2-(2-(2-methoxyethoxy)ethoxy)ethoxy)benzamide C1=CC=C2C=CC(=CC=C12)\C=C(/C#N)\C1=CC=C(C=C1)NC(C1=CC(=C(C(=C1)OCCOCCOCCOC)OCCOCCOCCOC)OCCOCCOCCOC)=O